Cl.ClC1=C(C=CC=C1Cl)N1CCNCC1 2,3-dichloro-phenylpiperazine hydrochloride